2-chloro-5-iodo-3,4-dihydropyrimidin-4-one ClC1=NC=C(C(N1)=O)I